Malonamid C(CC(=O)N)(=O)N